N-(2-formylphenyl)carboxamide C(=O)C1=C(C=CC=C1)NC=O